4-{3-[(8-formamido-7-hydroxy-6-oxo-5H-1,5-naphthyridin-2-yl)methyl]phenyl}benzoic acid C(=O)NC1=C(C(NC=2C=CC(=NC12)CC=1C=C(C=CC1)C1=CC=C(C(=O)O)C=C1)=O)O